ON=C1C(NC(NC1=O)=O)=O 5-(hydroxyimino)barbituric acid